(S)-(4-(3-(2-Aminoethyl)-5-fluorobenzoyl)piperazin-1-yl)(5-(4-fluorophenyl)-6-(pyrrolidin-3-yloxy)pyridin-3-yl)methanone hydrochloride Cl.NCCC=1C=C(C(=O)N2CCN(CC2)C(=O)C=2C=NC(=C(C2)C2=CC=C(C=C2)F)O[C@@H]2CNCC2)C=C(C1)F